(hexylphenyl)-phenyl sulfide C(CCCCC)C1=C(C=CC=C1)SC1=CC=CC=C1